C1=C(C=CC2=CC=CC=C12)OCC(=O)NS(=O)(=O)C1=CC(=CC=C1)[N+](=O)[O-] 2-(Naphthalen-2-yloxy)-N-((3-nitrophenyl)sulfonyl)acetamide